Cl.C1(=CC=CC=C1)CC(=N)N 2-phenyl-acetamidine hydrochloride